F[C@@H]1[C@@H](C1)NC(=O)C1=CN=C2N1N=C(C=C2NC)N2CCC1=C(C=CC=C21)C2CCNCC2 N-[(1R,2S)-2-fluorocyclopropyl]-8-(methylamino)-6-[4-(piperidin-4-yl)-2,3-dihydroindol-1-yl]imidazo[1,2-b]pyridazine-3-carboxamide